CN1CCC(CC1)C1=CC=C(C=C1)C=1C=C2C=CNC(C2=CC1)=O 6-[4-(1-methylpiperidin-4-yl)phenyl]-1,2-dihydroisoquinolin-1-one